C(#N)C[C@@H]1N(CCN(C1)C=1C2=C(N=C(N1)OC[C@@H]1N(CCC1)C)CN(CC2)C2=C(C=CC=C2)C(F)(F)F)C(=O)OC(C)(C)C tert-butyl (2S)-2-(cyanomethyl)-4-[2-[[(2R)-1-methylpyrrolidin-2-yl]methoxy]-7-[2-(trifluoromethyl)phenyl]-6,8-dihydro-5H-pyrido[3,4-d]pyrimidin-4-yl]piperazine-1-carboxylate